C1(=CC=CC2=CC=CC=C12)C(=O)C=C1OC2=C(N1C)C=CC=C2 2-(alpha-naphthoylmethylene)-3-methylbenzoxazolin